C1=CC=C(C(=C1)C(=O)OO)Cl chloroperoxybenzoic acid